tert-Butyl 2-[3-acetyl-7-(but-3-enamidomethyl)-5-(2-methyl pyrimidin-5-yl)indazol-1-yl]acetate C(C)(=O)C1=NN(C2=C(C=C(C=C12)C=1C=NC(=NC1)C)CNC(CC=C)=O)CC(=O)OC(C)(C)C